6-(4-(4-(2-(4-(4-((2,6-Dioxopiperidin-3-yl)amino)phenyl)piperidin-1-yl)acetyl)piperazin-1-yl)phenyl)-4-(6-morpholinopyridin-3-yl)pyrazolo[1,5-a]pyridine-3-carbonitrile O=C1NC(CCC1NC1=CC=C(C=C1)C1CCN(CC1)CC(=O)N1CCN(CC1)C1=CC=C(C=C1)C=1C=C(C=2N(C1)N=CC2C#N)C=2C=NC(=CC2)N2CCOCC2)=O